ClC=1C=C(C=CC1Cl)N1C(N(C(C2=C1CCC2)=O)C=2C=NC=CC2)=O 1-(3,4-dichlorophenyl)-3-(pyridin-3-yl)-1,5,6,7-tetrahydro-2H-cyclopenta[d]pyrimidine-2,4(3H)-dione